ClC1=CC=C(C(=N1)C(=O)NS(=O)(=O)C)N[C@H](C)C=1C=C(C=C2C(N(C(=NC12)N1CCC(CC1)C1=NN(C(=C1F)C)C)C)=O)C (R)-6-chloro-3-((1-(2-(4-(4-fluoro-1,5-dimethyl-1H-pyrazol-3-yl)piperidin-1-yl)-3,6-dimethyl-4-oxo-3,4-dihydroquinazolin-8-yl)ethyl)amino)-N-(methylsulfonyl)picolinamide